BrC1=CC(=C(O[C@H](C(=O)O)C)C=C1)C=1N=CSC1 (2S)-2-[4-bromo-2-(1,3-thiazol-4-yl)phenoxy]propionic acid